N-[(1S)-1-(dicyclopropyl-methyl)-2-[[3-fluoro-1-[1-[3-(2,2,2-trifluoroethyl)isoxazol-4-yl]ethyl]pyrazol-4-yl]amino]-2-oxo-ethyl]-2-isopropyl-pyrazole-3-carboxamide C1(CC1)C([C@@H](C(=O)NC=1C(=NN(C1)C(C)C=1C(=NOC1)CC(F)(F)F)F)NC(=O)C=1N(N=CC1)C(C)C)C1CC1